ClC1=C(N=C(N(C1=O)C1=CC(=NC=C1C)N1N=C(C(=C1)F)C(C)(C)NC(C)=O)C)OC([2H])([2H])C1=NC=C(C=C1F)F (R)-N-(2-(1-(4-(5-chloro-4-((3,5-difluoropyridin-2-yl)methoxy-d2)-2-methyl-6-pyrimidinone-1(6H)-yl)-5-methylpyridin-2-yl)-4-fluoro-1H-pyrazol-3-yl)propan-2-yl)acetamide